methyl 2-phenyl-2-(phenyl-carbonothioylthio)acetate C1(=CC=CC=C1)C(C(=O)OC)SC(=S)C1=CC=CC=C1